ClC=1C(=NC=CC1)N1N=C(C=C1C(=O)OCC)CC ethyl 2-(3-chloro-2-pyridinyl)-5-ethyl-pyrazole-3-carboxylate